(S)-Tert-Butyl (4,11-diethyl-3,14-dioxo-3,4,12,14-tetrahydro-1H-pyrano[3',4':6,7]indolizino[1,2-b]quinoline-4,9-diyl) (4-nitrophenyl) bis(carbonate) C(OC(C)(C)C)(OC1=CC=2C(=C3C(=NC2C=C1)C1=CC2=C(C(N1C3)=O)COC([C@@]2(CC)OC(OC2=CC=C(C=C2)[N+](=O)[O-])=O)=O)CC)=O